FC1=C(C=O)C(=CC=C1)OCC=1C(=NC=CC1)C1=CC=NN1C(C)C 2-fluoro-6-((2-(1-isopropyl-1H-pyrazol-5-yl)pyridin-3-yl)methoxy)benzaldehyde